allyl-dodecyl alcohol C(C=C)CCCCCCCCCCCCO